[Si](C)(C)(C(C)(C)C)C1=C(C=CC(=C1)[N+](=O)[O-])S(=O)(=O)N (tert-butyldimethylsilyl)-4-nitrobenzenesulfonamide